1-propenyl-2-cyclopentyloxyethane C(=CC)CCOC1CCCC1